[2-methyl-4,8-bis(3,5-dimethylphenyl)-1,5,6,7-tetrahydro-s-indacen-1-yl][2-methyl-4-(3,5-dimethyl-phenyl)-5-methoxy-6-tert-butyl-1H-inden-1-yl]dimethylsilane CC=1C(C2=C(C=3CCCC3C(=C2C1)C1=CC(=CC(=C1)C)C)C1=CC(=CC(=C1)C)C)[Si](C)(C)C1C(=CC2=C(C(=C(C=C12)C(C)(C)C)OC)C1=CC(=CC(=C1)C)C)C